pimelylcarnitine CCCCCCCC/C=C\CCCCCC(CC(=O)O[C@@H](CCC(=O)[O-])[N+](C)(C)C)O